(S,E)-4-phenyl-3-(3-(2-trifluoromethylphenyl)acryloyl)oxazolidin-2-one-5,5-d2 C1(=CC=CC=C1)[C@@H]1N(C(OC1([2H])[2H])=O)C(\C=C\C1=C(C=CC=C1)C(F)(F)F)=O